[Li].[Cu].[Li] lithium copper-lithium